C(C)C1CCC(OC1)C1=C(C(=C(C=C1)B(O)O)F)F (4-(5-ethyltetrahydro-2H-pyran-2-yl)-2,3-difluorophenyl)boronic acid